[Na+].[Na+].C(=O)([O-])C(C(=O)N[C@]1([C@H]2OCC(=C(N2C1=O)C(=O)[O-])CSC1=NN=NN1C)OC)C1=CC=C(C=C1)O (6R,7R)-7-[2-carboxy-2-(4-hydroxyphenyl)acetamido]-7-methoxy-3-[(1-methyl-1H-tetrazol-5-yl)thiomethyl]-8-oxo-5-oxa-1-azabicyclo[4.2.0]oct-2-ene-2-carboxylic acid disodium salt